C(C)S(=O)(=O)NC=1SC=C(N1)C(C(=O)NC1=CC=C(C=N1)C=1C=NC=C(C1)C(F)(F)F)(C)C 2-(2-(ethylsulfonamido)thiazol-4-yl)-2-methyl-N-(5'-(trifluoromethyl)-[3,3'-bipyridin]-6-yl)propanamide